4-(3-amino-1H-pyrazol-5-yl)-N-(bicyclo[1.1.1]pentan-1-yl)benzamide tert-butyl-N-[(1S)-4-amino-1-{[(1S,2S)-2-methyl(methylcarbamoyl)butyl]carbamoyl}butyl]carbamate C(C)(C)(C)OC(N[C@@H](CCCN)C(NC[C@H](CCC(NC)=O)C)=O)=O.NC1=NNC(=C1)C1=CC=C(C(=O)NC23CC(C2)C3)C=C1